C1(CCC1)C=1C=CC(=NC1C(F)(F)F)COC=1C=C2CCC(=C(C2=CC1)C)CN1CC(C1)C(=O)O 1-((6-((5-cyclobutyl-6-(trifluoromethyl)pyridin-2-yl)methoxy)-1-methyl-3,4-dihydronaphthalen-2-yl)methyl)azetidine-3-carboxylic acid